2-methyl-4-methylsulfonyl-piperidine CC1NCCC(C1)S(=O)(=O)C